4-(4-hydroxystyryl)-1-methylquinoline iodonium salt [IH2+].OC1=CC=C(C=CC2=CCN(C3=CC=CC=C23)C)C=C1